N=1C=CN2C1C=CC=C2CCCC2C[C@@H]1N(CCNC1)C2=O (8aS)-7-(3-[imidazo[1,2-a]pyridin-5-yl]propyl)-octahydropyrrolo[1,2-a]pyrazin-6-one